N[C@H]1CCC=2C=3C1=CC(=NC3C=C(C2F)F)C2=CC3=C(C(N2)=O)COC([C@]3(O)CC)=O (S)-6-((S)-4-amino-7,8-difluoro-5,6-dihydro-4H-benzo[de]quinolin-2-yl)-4-ethyl-4-hydroxy-1,7-dihydro-3H-pyrano[3,4-c]pyridine-3,8(4H)-dione